(S)-(2-methyl-5,6,7,8-tetrahydro-4H-pyrazolo[1,5-a][1,4]diazepin-6-yl)methanol CC1=NN2C(CN[C@@H](CC2)CO)=C1